N-cinnamyl-benzamide C(C=CC1=CC=CC=C1)NC(C1=CC=CC=C1)=O